N-((5-cyclopropyl-6-hydroxy-1H-indol-2-yl)methyl)-1-methylcyclopropane-1-carboxamide C1(CC1)C=1C=C2C=C(NC2=CC1O)CNC(=O)C1(CC1)C